tert-Butyl (S)-3-((6-bromo-4-methylpyridin-2-yl)amino)piperidine-1-carboxylate BrC1=CC(=CC(=N1)N[C@@H]1CN(CCC1)C(=O)OC(C)(C)C)C